C(C)(C)(C)OC(=O)N(CC1CCC1)CC=1N(C2=CC(=CC=C2C1)CN1N=NC(=C1)C=1C=C2C(=NC1)NC=C2)C(=O)OC(C)(C)C tert-butyl 2-[[tert-butoxycarbonyl(cyclobutylmethyl)amino]methyl]-6-[[4-(1H-pyrrolo[2,3-b]pyridin-5-yl)triazol-1-yl]methyl]indole-1-carboxylate